CC(CCC(=O)O)=CCCC(CCO)C 4,8-dimethyl-10-hydroxy-4-decenoic acid